(E)-1-(4-Hydroxyphenyl)-3-(4-prop-2-enoxyphenyl)prop-2-en-1-one OC1=CC=C(C=C1)C(\C=C\C1=CC=C(C=C1)OCC=C)=O